N-(6-(5-(3-methyl-pyridin-2-ylamino)-1,2,4-thiadiazol-3-yl)pyridin-3-yl)acetamide CC=1C(=NC=CC1)NC1=NC(=NS1)C1=CC=C(C=N1)NC(C)=O